C(C1=CC=CC=C1)C(=S)SCCC(=O)O (l)-3-(benzylthiocarbonylthio)propionic acid